(2S,3R,4S)-4-fluoro-2-[(2-fluoro[1,1'-biphenyl]-3-yl)methyl]-1-[(2R)-oxolane-2-carbonyl]pyrrolidin F[C@H]1C[C@@H](N(C1)C(=O)[C@@H]1OCCC1)CC=1C(=C(C=CC1)C1=CC=CC=C1)F